BrC1=C(C=CC=2O[C@@H](COC21)C2=CC=C(C=C2)Cl)F (2R)-5-bromo-2-(4-chlorophenyl)-6-fluoro-2,3-dihydro-1,4-benzodioxine